C(C)OC1CCC(CC1)OCC1C(CCC2=CC=C(C(N12)=O)C)NS(=O)(=O)C N-[4-({[(1S,4S)-4-ethoxycyclohexyl]oxy}methyl)-7-methyl-6-oxo-1,3,4,6-tetrahydro-2H-quinolizin-3-yl]methanesulfonamide